ClC1=CC=C(C=C1)C(C(=O)NC1=C2CC[C@@H](N(C2=CC=C1N[C@H]1C[C@@H](CCC1)C(=O)OC)C(=O)OC)C)O methyl (2S)-5-[2-(4-chlorophenyl)-2-hydroxyacetamido]-6-[[(1R,3R)-3-(methoxycarbonyl)cyclohexyl]amino]-2-methyl-1,2,3,4-tetrahydroquinoline-1-carboxylate